C(C)(C)(C)OC(NC(CN1C(=NC(=C1C=O)C=1C(=NC=CC1)C(C)C)C)C)=O (1-(5-Formyl-4-(2-isopropylpyridin-3-yl)-2-methyl-1H-imidazol-1-yl)propan-2-yl)carbamic acid tert-butyl ester